BrC1=CC=C(C=C1)C1C(=C(N=C2N1C(/C(/S2)=C/C2=CC=C(C=C2)OCC(=O)N2CCN(CC2)C)=O)C)C(=O)OC(C)C isopropyl (Z)-5-(4-bromophenyl)-7-methyl-2-(4-(2-(4-methylpiperazin-1-yl)-2-oxoethoxy)benzylidene)-3-oxo-2,3-dihydro-5H-thiazolo[3,2-a]pyrimidine-6-carboxylate